C(C)C(C(=O)O)OCCCCCOC(C(=O)O)CC.CC1=NC(=CC=C1)C#CC1=CC=CC=C1 2-methyl-6-(phenylethynyl)pyridine Diethyl-2,2'-(pentane-1,5-diylbis(oxy))diacetate